(l)-2-(1,3-benzodioxol-5-yl)ethylamine O1COC2=C1C=CC(=C2)CCN